((S)-6,8-dichloro-1-methyl-3,4-dihydroisoquinolin-2(1H)-yl)(3-methylpyrrolidin-3-yl)methanone ClC=1C=C2CCN([C@H](C2=C(C1)Cl)C)C(=O)C1(CNCC1)C